CC=1C=CC(=C(C1)O)N 5-methyl-2-aminophenol